C(C)(=O)N[C@@H]1CN(CC1)C(CN1C(=NC2=C3CC[C@@H](N(C3=CC=C21)C(=O)OC)C)CCN2C(C=CC=C2)=O)=O methyl (7S)-3-{2-[(3S)-3-acetamidopyrrolidin-1-yl]-2-oxoethyl}-7-methyl-2-[2-(2-oxo-1,2-dihydropyridin-1-yl)ethyl]-3H,6H,7H,8H,9H-imidazo[4,5-f]quinoline-6-carboxylate